N-benzyl-N-{[4,7,10-tris(2-tert-butoxy-2-oxoethyl)-1,4,7,10-tetraazacyclododec-1-yl]acetyl}glycine tert-butyl ester C(C)(C)(C)OC(CN(C(CN1CCN(CCN(CCN(CC1)CC(OC(C)(C)C)=O)CC(OC(C)(C)C)=O)CC(=O)OC(C)(C)C)=O)CC1=CC=CC=C1)=O